(S)-(4-(2-methoxyethyl)-1-methylpiperidin-4-yl)(3-methyl-8-(5-(trifluoromethyl)-1,2,4-oxadiazol-3-yl)-2,3-dihydrobenzo[f][1,4]oxazepin-4(5H)-yl)methanone COCCC1(CCN(CC1)C)C(=O)N1[C@H](COC2=C(C1)C=CC(=C2)C2=NOC(=N2)C(F)(F)F)C